2-(4-methoxyphenoxy)aniline COC1=CC=C(OC2=C(N)C=CC=C2)C=C1